C(C1=CC=CC=C1)OC(=O)N1C(CC2(CNC2)CC1)=O 6-Oxo-2,7-diazaspiro[3.5]nonane-7-carboxylic acid benzyl ester